azanaphthalene N1=CC=CC2=CC=CC=C12